methyl 4-ethyl-3-(N-(2-(pyrimidin-2-yl)-5-(trifluoromethyl)phenyl)sulfamoyl)-benzoate C(C)C1=C(C=C(C(=O)OC)C=C1)S(NC1=C(C=CC(=C1)C(F)(F)F)C1=NC=CC=N1)(=O)=O